CC1(CN(CCO1)C1=CC=C(N=N1)NC1=C2C(=NC(=C1)OC=1C(=CC(=NC1)C#N)C)N(C=N2)C)C 5-[7-[[6-(2,2-dimethylmorpholin-4-yl)pyridazin-3-yl]amino]-3-methylimidazo[4,5-b]pyridin-5-yl]oxy-4-methylpyridin-2-carbonitrile